tert-butyl N-[1-(2-chloroethyl)-4-piperidyl]carbamate ClCCN1CCC(CC1)NC(OC(C)(C)C)=O